N-Phenyl-phthalimide C1(=CC=CC=C1)N1C(C=2C(C1=O)=CC=CC2)=O